OC[C@H](CCOC(F)(F)F)NC(=O)C=1C=NC(=CC1)C(F)(F)F N-[(2S)-1-hydroxy-4-(trifluoromethoxy)butan-2-yl]-6-(trifluoromethyl)pyridine-3-carboxamide